S1C=CC2=C1C=CC(=C2)O 1-Benzothiophen-5-ol